C1(=CC=CC2=CC=CC=C12)[C@@H](C)NC(=O)NC1=C(C=CC=C1)C=1C=NC=CC1 (R)-1-(1-(Naphthalene-1-yl)ethyl)-3-(2-(pyridin-3-yl)phenyl)urea